O=C1CC2(CC(C1)=O)CCC(CC2)NC(OC(C)(C)C)=O tert-butyl N-(2,4-dioxospiro[5.5]undecan-9-yl)carbamate